NC1=C(C(=NN1C(CO)CCl)C1=CC=C(C=C1)Br)C#N 5-Amino-3-(4-bromophenyl)-1-[1-(chloromethyl)-2-hydroxy-ethyl]pyrazole-4-carbonitrile